C1C=CC2=CC(=CC=C12)C#N indene-5-carbonitrile